(3R)-3-{[2-(pyrimidin-5-yl)[1,2,4]triazolo[1,5-c]quinazolin-5-yl]amino}azepan-2-one N1=CN=CC(=C1)C1=NN2C(=NC=3C=CC=CC3C2=N1)N[C@H]1C(NCCCC1)=O